C(C)OC(CC(C(F)(F)F)=O)=O 4,4,4-trifluoro-3-oxobutanoic acid ethyl ester